1-(2-(4-ethylpiperazin-1-yl)-4-methylquinolin-6-yl)-3-(2-(3-methylpyrrolidin-1-yl)ethyl)thiourea C(C)N1CCN(CC1)C1=NC2=CC=C(C=C2C(=C1)C)NC(=S)NCCN1CC(CC1)C